6-(prop-1-en-2-yl)quinoline-4-carboxylic acid methyl ester COC(=O)C1=CC=NC2=CC=C(C=C12)C(=C)C